FC(C)(C)C1=C(C(=NO1)C1=C(C=C(C=C1Cl)Cl)Cl)C(=O)O 5-(2-fluoropropane-2-yl)-3-(2,4,6-trichlorophenyl)-1,2-oxazol-4-carboxylic acid